ClC1=C(C=CC(=C1)F)CN(CC(=O)N(C1=C(C=C(C(=O)O)C=C1)OC1CC1)CC1=CC(=CC(=C1)C1CC1)C1CC1)S(=O)(=O)C1=C(C(=C(C(=C1F)Cl)F)Cl)F 4-[[2-[(2-chloro-4-fluoro-phenyl)methyl-(3,5-dichloro-2,4,6-trifluoro-phenyl)sulfonyl-amino]acetyl]-[(3,5-dicyclopropylphenyl)methyl]amino]-3-(cyclopropoxy)benzoic acid